2-cyclopropyl-4-(2-(2,4-difluorophenoxy)-5-(ethylsulfonylamino)phenyl)-6-methylpyridine C1(CC1)C1=NC(=CC(=C1)C1=C(C=CC(=C1)NS(=O)(=O)CC)OC1=C(C=C(C=C1)F)F)C